C(C)(C)(C)OC(NC1CC(N(CC1)C=1C(=NC(=CC1)Cl)C)=O)=O (1-(6-chloro-2-methylpyridin-3-yl)-2-oxopiperidin-4-yl)carbamic acid tert-butyl ester